(9H-fluoren-9-yl)methyl (4S)-4-methyl-1,2,3-oxathiazolidine-3-carboxylate 2-oxide C[C@@H]1N(S(OC1)=O)C(=O)OCC1C2=CC=CC=C2C=2C=CC=CC12